ClC=1C=C2CN(C(C2=CC1C(F)(F)F)C)C(CC[C@@]1(C(NC(N1)=O)=O)C1CC1)=O (5S)-5-(3-(5-chloro-1-methyl-6-(trifluoromethyl)isoindolin-2-yl)-3-oxopropyl)-5-cyclopropylimidazole-2,4-dione